4-(2-acryloyl-2,6-diazaspiro[3.4]octan-6-yl)-6-(5-methyl-1H-indazol-4-yl)-2-((2-methylpyrimidin-5-yl)methoxy)pyrimidine-5-carbonitrile C(C=C)(=O)N1CC2(C1)CN(CC2)C2=NC(=NC(=C2C#N)C2=C1C=NNC1=CC=C2C)OCC=2C=NC(=NC2)C